(2S,3R,4S,5R,6R)-2-formyl-6-(pent-4-en-1-ylsulfanyl)tetrahydro-2H-pyran calcium sodium hypochlorite Cl[O-].[Na+].[Ca+2].C(=O)[C@H]1O[C@@H](CCC1)SCCCC=C.Cl[O-].Cl[O-]